FC(S(=O)(=O)[O-])(F)F.ClC(CC)OC(C(=O)OC1CC2CCC(C1)[N+]21CCCC1)(C1=CC=CC=C1)C1=CC=CC=C1 3-(2-(1-Chloropropoxy)-2,2-diphenylacetoxy)spiro[bicyclo[3.2.1]octane-8,1'-pyrrolidin]-8-ium trifluoromethanesulfonate